(2S,6S)-4-(tert-butoxycarbonyl)-6-fluoro-1,4-oxazepan-2-formic acid C(C)(C)(C)OC(=O)N1C[C@H](OC[C@H](C1)F)C(=O)O